N,N-bis(stearoyl-oxy-ethyl)N,N-dimethylammonium chloride [Cl-].C(CCCCCCCCCCCCCCCCC)(=O)OCC[N+](C)(C)CCOC(CCCCCCCCCCCCCCCCC)=O